[Cl-].C(CCC)N1C=[NH+]C=C1 1-butylimidazolium chloride salt